O1COC2=C1C=CC=C2CNCC2=CC(=NC=C2)C2=CC=CC=C2 N-(1,3-benzodioxol-4-ylmethyl)-1-(2-phenyl-4-pyridyl)-methanamin